N-[(3S)-9-Fluoro-2-oxo-5-phenyl-1,3-dihydro-1,4-benzodiazepin-3-yl]-6-(1-methylazetidin-3-yl)oxy-2-phenylimidazo[1,2-b]pyridazine-3-carboxamide FC1=CC=CC=2C(=N[C@@H](C(NC21)=O)NC(=O)C2=C(N=C1N2N=C(C=C1)OC1CN(C1)C)C1=CC=CC=C1)C1=CC=CC=C1